ClC1=NC(=CC(=C1C(=O)NC=1SC=2C(=CC3=C(C(N(CCC3)C)=O)C2)N1)C1=CC=NC=C1OC)C chloro-5'-methoxy-6-methyl-N-(6-methyl-5-oxo-6,7,8,9-tetrahydro-5H-thiazolo[4',5':4,5]benzo[1,2-c]azepin-2-yl)-[4,4'-bipyridine]-3-carboxamide